C12(CC3CC(CC(C1)C3)C2)NCCCCCCCCC2=C3C(NC(=NC3=CC=C2)C)=O 5-(8-(((1s,3s)-adamantan-1-yl)amino)octyl)-2-methyl-4-oxoquinazoline